(S)-2-(2-methylazetidin-1-yl)-4-phenyl-5,8-dihydro-6H-pyrano[3,4-d]pyrimidine C[C@@H]1N(CC1)C=1N=C(C2=C(N1)COCC2)C2=CC=CC=C2